N-(4-((3-methoxy-4-(pyrimidin-2-yl)pyridin-2-yl)amino)-5-(propionyl-3,3,3-d3)pyridine-2-yl)cyclopropylcarboxamide COC=1C(=NC=CC1C1=NC=CC=N1)NC1=CC(=NC=C1C(CC([2H])([2H])[2H])=O)NC(=O)C1CC1